C(\C=C\C=C\C(=O)OCC1=CC=CC=C1)(=O)OCC1=CC=CC=C1 Trans-Dibenzyl Muconate